3'-bromospiro[cyclopropane-1,5'-pyrrolo[3,4-b]Pyridine]-7'(6'H)-one BrC=1C=C2C(=NC1)C(NC21CC1)=O